ClC=1C=NN(C1)C(CC(=O)N1CCC(CC1)(O)CN1C=NC=2C(C1=O)=NSC2C=2C=C1C(CCC1=CC2)NC)C(F)F 6-((1-(3-(4-chloro-1H-pyrazol-1-yl)-4,4-difluorobutyryl)-4-hydroxypiperidin-4-yl)methyl)-3-(3-(methylamino)-2,3-dihydro-1H-inden-5-yl)isothiazolo[4,3-d]pyrimidin-7(6H)-one